CO[N-]OC N,N-dimethoxyamide